2,3,5-Triphenylpyrazine C1(=CC=CC=C1)C1=NC=C(N=C1C1=CC=CC=C1)C1=CC=CC=C1